5-(azetidin-3-yl)-3-methylpyrimidin-4(3H)-one N1CC(C1)C=1C(N(C=NC1)C)=O